6-(3,4-Dimethoxyphenyl)-2-(thiophen-3-ylmethyl)-4-(trifluoromethyl)pyridazin-3(2H)-one COC=1C=C(C=CC1OC)C=1C=C(C(N(N1)CC1=CSC=C1)=O)C(F)(F)F